COC[C@@H](C)NC(=O)C=1C=NC2=C(C=CC=C2C1)OC1=CC=C(C=C1)C(F)(F)F N-[(1R)-2-methoxy-1-methyl-ethyl]-8-[4-(trifluoromethyl)phenoxy]quinoline-3-carboxamide